N-{(2S,3R)-2-[(2',5'-difluoro[1,1'-biphenyl]-3-yl)methyl]-4,4-difluoro-1-[(2R)-oxolane-2-carbonyl]pyrrolidin-3-yl}methanesulfonamide FC1=C(C=C(C=C1)F)C1=CC(=CC=C1)C[C@@H]1N(CC([C@@H]1NS(=O)(=O)C)(F)F)C(=O)[C@@H]1OCCC1